BrC=1C=C2C(=CNC2=CC1)CCC1N(CCC2=CC(=C(C=C12)OC1CCCC1)OC)C=O 1-(2-(5-bromo-1H-indol-3-yl)ethyl)-7-(cyclopentyloxy)-6-methoxy-3,4-dihydroisoquinoline-2(1H)-formaldehyde